C(C1=CC=CC=C1)N(CC)CC1=NN=C(S1)NC(=O)O[C@H]1[C@H](N(C[C@@H]1OC(=O)OC(C)(C)C)C(=O)OC(C)(C)C)CC1=CC=C(C=C1)OC tert-butyl (2R,3S,4S)-3-{[(5-{[benzyl(ethyl)amino]methyl}-1,3,4-thiadiazol-2-yl)carbamoyl]oxy}-4-[(tert-butoxycarbonyl) oxy]-2-[(4-methoxyphenyl)methyl]pyrrolidine-1-carboxylate